isopropyl (2R)-oxirane-2-carboxylate O1[C@H](C1)C(=O)OC(C)C